5-(3-trifluoromethoxybenzoyl)-3-(1,2,3,4,5,8-hexahydroindolizin-7-yl)-1H-indole FC(OC=1C=C(C(=O)C=2C=C3C(=CNC3=CC2)C2=CCN3CCCC3C2)C=CC1)(F)F